4-[5-(2-aminoethylamino)pentylamino]-2-(2,6-dioxo-3-piperidyl)isoindoline-1,3-dione NCCNCCCCCNC1=C2C(N(C(C2=CC=C1)=O)C1C(NC(CC1)=O)=O)=O